FC1=CC=C(C=C1)C1=NC2=C(C=C(C=C2C(N1C)=O)C)C(C)NC1=C(C(=O)O)C=CC=C1 2-((1-(2-(4-fluorophenyl)-3,6-dimethyl-4-oxo-3,4-dihydroquinazolin-8-yl)ethyl)amino)benzoic acid